COCCN1C(=NC2=C1C=CC(=C2N2[C@@H](CCC2)CNC(OC(C)(C)C)=O)[N+](=O)[O-])C tert-butyl (S)-((1-(1-(2-methoxyethyl)-2-methyl-5-nitro-1H-benzo[d]imidazol-4-yl)pyrrolidin-2-yl)methyl)carbamate